C(C)(C)(C)OC(=O)N1C[C@@H]2COC3=C(CN2CC1)C(=NC(=C3Cl)C3=C(C=CC=C3OC)Cl)C#CC (6aR)-4-chloro-3-(2-chloro-6-methoxyphenyl)-1-(prop-1-yn-1-yl)-6a,7,9,10-tetrahydro-12H-pyrazino[2,1-c]pyrido[3,4-f][1,4]oxazepine-8(6H)-carboxylic acid tert-butyl ester